NC1=NC=C(C(=N1)N)OC=1C(=CC(=C(C1)N1C(CCC1)=O)OC)C(C)C 1-[5-(2,4-Diamino-pyrimidin-5-yloxy)-4-isopropyl-2-methoxy-phenyl]-pyrrolidin-2-one